ClC=1C=NC=C(C1[C@@H](C)ON1N=C(C2=CC=CC=C12)C=1C=NC(=C(C1)F)N1[C@H]([C@@H](C1)CS(=O)(=O)C)C)Cl ((R)-1-(3,5-dichloropyridin-4-yl)ethoxy)-3-(5-fluoro-6-((2S,3R)-2-methyl-3-((methylsulfonyl)methyl)azetidin-1-yl)pyridin-3-yl)-1H-indazole